NC1CCC(CC1)OC1=C2C(NC=NC2=CC(=C1)N1CCOCC1)=O 5-(4-amino-cyclohexyloxy)-7-morpholino-3H-quinazolin-4-one